N-(4-(2-(2-(2-(4-bromophenyl)-5-(4-fluorophenyl)-2H-1,2,3-triazol-4-yl)-4-oxooxazolidin-3-yl)ethyl)phenyl)acetamide BrC1=CC=C(C=C1)N1N=C(C(=N1)C1OCC(N1CCC1=CC=C(C=C1)NC(C)=O)=O)C1=CC=C(C=C1)F